3-(2-fluoro-4-(2-methoxyprop-2-yl)phenyl)thiophene FC1=C(C=CC(=C1)C(C)(C)OC)C1=CSC=C1